N[C@H]1[C@H]2SCC(=C(N2C1=O)C(=O)O)CSC1=NN=NN1C (6R,7R)-7-amino-3-[[(1-methyl-1H-tetrazol-5-yl)thio]methyl]-8-oxo-5-thia-1-azabicyclo[4.2.0]oct-2-ene-2-carboxylic acid